9,9-dimethyl-6-(4-(4,4,5,5-tetramethyl-1,3,2-dioxaborolan-2-yl)pyridin-3-yl)-9H-fluorene CC1(C2=CC=C(C=C2C=2C=CC=CC12)C=1C=NC=CC1B1OC(C(O1)(C)C)(C)C)C